BrC1=CC(=C(C(=C1)C)NNC1=NC(=NC(=C1C(OC)OC)Cl)Cl)C 4-(2-(4-bromo-2,6-dimethylphenyl)hydrazino)-2,6-dichloro-5-(dimethoxymethyl)pyrimidine